(2S,4S)-2'-iodo-2-(1-methyl-1H-1,2,3-triazol-4-yl)-4',5'-dihydrospiro[piperidine-4,7'-thieno[2,3-c]pyran]-1-carboxylic acid tert-butyl ester C(C)(C)(C)OC(=O)N1[C@@H](C[C@@]2(OCCC3=C2SC(=C3)I)CC1)C=1N=NN(C1)C